(methyl(oxetan-3-yl)amino)pent-2-enenitrile CN(C1COC1)C(C#N)=CCC